1,5-pentane-diamine C(CCCCN)N